N-(2-chloro-4-(piperazin-1-yl)phenyl)-5'-(4-fluorophenyl)-3'-methyl-1H,3'H-[2,4'-biimidazole]-5-carboxamide ClC1=C(C=CC(=C1)N1CCNCC1)NC(=O)C1=CN=C(N1)C=1N(C=NC1C1=CC=C(C=C1)F)C